6-[4-[acetyl(propyl)amino]-3-chloro-phenyl]-N-(3-pyridylmethyl)pyridine-3-carboxamide C(C)(=O)N(C1=C(C=C(C=C1)C1=CC=C(C=N1)C(=O)NCC=1C=NC=CC1)Cl)CCC